2-[[3,5-dimethylmorpholine-4-carbonyl]amino]-4-[[3-fluoro-2-methoxy-propyl]-[4-(5,6,7,8-tetrahydro-1,8-naphthyridin-2-yl)butyl]amino]butanoic acid CC1N(C(COC1)C)C(=O)NC(C(=O)O)CCN(CCCCC1=NC=2NCCCC2C=C1)CC(CF)OC